CN(CCOCC(=O)N(CCCC)C)C 2-[2-(dimethylamino)ethoxy]-N-methyl-N-butyl-acetamide